NC1=NC=CC=2N1C(=NC2C=2CCN(CC2)C(CO)=O)C2=CC=C(C=C2)OC2=CC=CC=C2 1-(4-(5-amino-3-(4-phenoxyphenyl)imidazo[1,5-c]pyrimidin-1-yl)-3,6-dihydropyridin-1(2H)-yl)-2-hydroxyethane-1-one